1-(1-(2-(2,6-dioxapiperidin-3-yl)-6-fluoro-1,3-dioxaisoindol-5-yl)azetidin-3-yl)-N-methylpiperidine-4-carboxamide N1OC(CCO1)N1OC2=CC(=C(C=C2O1)N1CC(C1)N1CCC(CC1)C(=O)NC)F